methyl 4-(1-tert-butoxycarbonyl-4-piperidyl)-6-chloro-7-fluoro-1H-indole-2-carboxylate C(C)(C)(C)OC(=O)N1CCC(CC1)C1=C2C=C(NC2=C(C(=C1)Cl)F)C(=O)OC